NC1=CC=C(C=C1)C(C1=CC=C(N)C=C1)C1=CC2=CC=CC=C2C=C1 4-[(4-aminophenyl)(naphthalen-2-yl)methyl]aniline